(S)-N-(3-(2-methyl-1-(4-methyl-4H-1,2,4-triazol-3-yl)propan-2-yl)phenyl)-5-((3-methylpiperidin-1-yl)methyl)-2-oxo-1-(3,3,3-trifluoropropyl)-1,2-dihydropyridine-3-carboxamide CC(CC1=NN=CN1C)(C)C=1C=C(C=CC1)NC(=O)C=1C(N(C=C(C1)CN1C[C@H](CCC1)C)CCC(F)(F)F)=O